CN(C1CCC(CC1)NC1=CC=CC2=C1S(C(=C2N2C=CC=C2)C#CC)=O)C 3-(7-((4-(dimethylamino)cyclohexyl)amino)-1-oxido-3-(1H-pyrrol-1-yl)benzo[b]thiophen-2-yl)prop-2-yn